[Ca+2].Cl(=O)(=O)(=O)[O-].ClC1=C(C=CC=C1)CC(=O)NC=1C=NC(=C(C1)S(N)(=O)=O)N1N=CC(=C1)Cl.Cl(=O)(=O)(=O)[O-] 2-(2-Chlorophenyl)-N-[6-(4-chloro-1H-pyrazol-1-yl)-5-sulfamoylpyridin-3-yl]acetamide perchlorate calcium salt